BrC=1C=CC(=NC1OC[C@H]1[C@@H](C1)CO[Si](C)(C)C(C)(C)C)C(=O)O |r| (rac)-trans-5-bromo-6-((2-(((tert-butyldimethylsilyl)oxy)methyl)cyclopropyl)methoxy)picolinic acid